2-(5-Isopropyl-1-phenyl-1H-pyrazol-4-yl)acetyl chloride C(C)(C)C1=C(C=NN1C1=CC=CC=C1)CC(=O)Cl